5-methyl-1-(4-vinylbenzyl)-1H-1,2,4-triazole CC1=NC=NN1CC1=CC=C(C=C1)C=C